C1NCC12CC(C2)C(=O)OC Methyl 2-Azaspiro[3.3]Heptane-6-Carboxylate